N-[4-(3-methoxy-2,6-dimethylphenyl)-[1,2,4]triazolo[4,3-a]1,6-naphthyridin-8-yl]cyclopropanecarboxamide COC=1C(=C(C(=CC1)C)C=1C=2N(C3=CC(=NC=C3C1)NC(=O)C1CC1)C=NN2)C